1,2-trans-butadiene C=C=CC